2,4,6-tris(trichloromethyl)-s-triazine ClC(C1=NC(=NC(=N1)C(Cl)(Cl)Cl)C(Cl)(Cl)Cl)(Cl)Cl